O=C(CCC1=CN=CC(=N1)N1CCC(CC1)C(=O)OCC)C ethyl 1-(6-(3-oxobutyl)pyrazin-2-yl)piperidine-4-carboxylate